CN1N=C(C=C1C)C1=NN=C(O1)C(=O)N1[C@@H](C2=C(CC1)NC=N2)C2=NN1C(C(=CC=C1)C)=C2 (S)-(5-(1,5-dimethyl-1H-pyrazol-3-yl)-1,3,4-oxadiazol-2-yl)(4-(4-methylpyrazolo[1,5-a]pyridin-2-yl)-6,7-dihydro-1H-imidazo[4,5-c]pyridin-5(4H)-yl)methanone